COC1=CC=C(C=C1)C=1N=NN(C1)C1=CC(=CC=C1)C(C)SC1=NN=CN1C 4-(4-methoxyphenyl)-1-(3-(1-((4-methyl-4H-1,2,4-triazol-3-yl)thio)ethyl)phenyl)-1H-1,2,3-triazole